ClC=1C=C(C=C(C1)Cl)C1(CC(=NO1)N1CC=2C=NC(=CC2C1)C(=O)NCC(F)F)C(F)(F)F 2-(5-(3,5-dichlorophenyl)-5-(trifluoromethyl)-4,5-dihydroisoxazol-3-yl)-N-(2,2-difluoroethyl)-2,3-dihydro-1H-pyrrolo[3,4-c]pyridine-6-carboxamide